C(#N)C1(CC1)NS(=O)(=O)C=1C=C(C=2N(C1)C(=NC2)C=2SC(=NN2)C(F)F)N2CCC(CC2)(C(F)(F)F)CO N-(1-cyanocyclopropyl)-3-(5-(difluoromethyl)-1,3,4-thiadiazol-2-yl)-8-(4-(hydroxymethyl)-4-(trifluoromethyl)piperidin-1-yl)imidazo[1,5-a]pyridine-6-sulfonamide